N1C(=NC2=C1C=CC=C2)CNC(CN2C(NC(C=1NC=NC21)=O)=S)C 3-{2-[(1H-Benzoimidazol-2-ylmethyl)amino]propyl}-2-thioxo-1,2,3,7-tetrahydro-6H-purin-6-one